bis(2,6-dimethyl-4-cyclohexylidene)phenol CC1CC(CC(C1)=C1C(C(=CC=C1)O)=C1CC(CC(C1)C)C)C